1-Tert-butyl N-[[(2R)-4-[3-[3-(2,6-dioxo-3-piperidyl)-2-oxo-1,3-benzoxazol-7-yl]prop-2-ynyl]morpholin-2-yl]methyl]carbamate O=C1NC(CCC1N1C(OC2=C1C=CC=C2C#CCN2C[C@H](OCC2)CNC(OC(C)(C)C)=O)=O)=O